(3aS,10aS)-N-(4-fluoro-3-methylphenyl)-10a-hydroxy-7-methyl-2,3,3a,4,10,10a-hexahydro-1H,7H-dipyrrolo[3,4-b:3',4'-f][1,4,5]oxathiazocine-8-carboxamide 5,5-dioxide hydrochloride Cl.FC1=C(C=C(C=C1)NC(=O)C=1N(C=C2C1OC[C@]1([C@@H](NS2(=O)=O)CNC1)O)C)C